3-(sec-butyl)-N-(2-(dimethylamino)ethyl)-N-methyl-2-oxo-1,2,3,5-tetrahydro-4H-benzo[1,4]diazepine-4-carboxamide C(C)(CC)C1C(NC2=C(CN1C(=O)N(C)CCN(C)C)C=CC=C2)=O